ethyl-hydroxyethyl-methyl-ammonium chloride [Cl-].C(C)[NH+](C)CCO